ClC=1C=CC2=C(N=C3COCCN32)C1 8-chloro-3,4-dihydro-1H-benzo[4,5]imidazo[2,1-c][1,4]oxazine